CN1C2CC(C(C1)CC2)N 2-methyl-2-azabicyclo[2.2.2]-5-octylamine